2-[2-(3-methoxyphenyl)[1,2,4]triazolo[1,5-c]quinazolin-5-yl]-D-serinamide COC=1C=C(C=CC1)C1=NN2C(=NC=3C=CC=CC3C2=N1)[C@@](N)(CO)C(=O)N